exo-tert-Butyl 3-phenyl-8-azabicyclo[3.2.1]octane-8-carboxylate C1(=CC=CC=C1)C1CC2CCC(C1)N2C(=O)OC(C)(C)C